tertbutyl N-[[(2S)-2-(benzyloxycarbonylamino) 4-methyl pentanoyl]amino]carbamate C(C1=CC=CC=C1)OC(=O)N[C@H](C(=O)NNC(OC(C)(C)C)=O)CC(C)C